6-chloro-7-[(2R)-2-{[(3-chloropyridin-2-yl)oxy]Methyl}pyrrolidin-1-yl]-4-oxo-1,4-dihydroquinoline-3-carboxylic acid ClC=1C=C2C(C(=CNC2=CC1N1[C@H](CCC1)COC1=NC=CC=C1Cl)C(=O)O)=O